ethylene bis-stearate C(CCCCCCCCCCCCCCCCC)(=O)OCCOC(CCCCCCCCCCCCCCCCC)=O